butyl N-[3-fluoro-4-({4-methyl-5-[(1Z)-[(4-methylbenzenesulfonamido)imino]methyl]pyridin-3-yl}methyl)pyridin-2-yl]carbamate FC=1C(=NC=CC1CC=1C=NC=C(C1C)\C=N/NS(=O)(=O)C1=CC=C(C=C1)C)NC(OCCCC)=O